C1CC2CC1C3C2C(CC3)C=O octahydro-4,7-methano-1H-indenecarboxaldehyde